Cl.FC1=CC(=C(C=C1F)C(=O)N1CC(C1)N)NC1=C(C=C(C=C1)I)F 1-({4,5-difluoro-2-[(2-fluoro-4-iodophenyl)amino]Phenyl}carbonyl)azetidine-3-amine hydrochloride